BrC=1C(=CC=C2C(=C(C=NC12)C(=O)[O-])N(C)C)F 8-bromo-4-(dimethylamino)-7-fluoroquinoline-3-carboxylate